NC1=NC=C(C=C1C(=O)NC1CC1)Br 2-amino-5-bromo-N-cyclopropyl-pyridine-3-carboxamide